C1(=CC=C(C=C1)C(C=O)=O)C 2-(p-tolyl)ethane-1,2-dione